diiminoadipate N=C(C(C(=O)[O-])=N)CCC(=O)[O-]